C(CCCCCCCCCCCCCCC)OC[C@@H](OC(C=C\C=C/C=C\C=C/CCCCCCCCCCC)=O)CO 1-hexadecyl-2-(5Z,8Z,11Z,14Z-eicosatetraenoyl)-sn-glycerol